9-benzyl-8-(2-methyl-4-(2-(4-methylpiperazin-1-yl)ethoxy)phenyl)-6-(1-methylcyclopropoxy)-9H-purine C(C1=CC=CC=C1)N1C2=NC=NC(=C2N=C1C1=C(C=C(C=C1)OCCN1CCN(CC1)C)C)OC1(CC1)C